5-(aminomethyl)-3-fluorobenzamide NCC=1C=C(C=C(C(=O)N)C1)F